COC1=C(CN)C=C(C(=C1C)C)OC 2,5-dimethoxy-3,4-dimethylbenzylamine